C1(CC1)C=1C=C(OC2=CNC=3N(C2=O)N=C(N3)C)C=CC1 6-(3-cyclopropylphenoxy)-2-methyl-4H-[1,2,4]triazolo[1,5-a]pyrimidin-7-one